ClC1=C(C=C(CNCCCCOC2CN(C2)C2=NC3=C(C4=CN=CC=C24)C=CC(=C3)C(=O)O)C=C1)OC(F)(F)F 5-(3-(4-((4-chloro-3-(trifluoromethoxy)benzyl)amino)butoxy)azetidin-1-yl)benzo[c][2,6]naphthyridine-8-carboxylic acid